OCC[C@H](CCC)NC=1C2=C(N=C(N1)NC(OC)=O)C=NN2CC2=C(C=C(C=C2)C2NCCNC2)OC methyl (7-(((S)-1-hydroxyhexan-3-yl)amino)-1-(2-methoxy-4-(piperazin-2-yl)benzyl)-1H-pyrazolo[4,3-d]pyrimidin-5-yl)carbamate